5-((2-methyl-4-(trifluoromethyl)phenoxy)methyl)-2-fluorobenzoic acid CC1=C(OCC=2C=CC(=C(C(=O)O)C2)F)C=CC(=C1)C(F)(F)F